COC=1C=C(CC(C)(O)Br)C=CC1OC 3,4-dimethoxybromobenzyl-ethanol